S1C=2C(C=C1C=O)=CC=1SC(=CC1C2)C=O benzo[1,2-b:4,5-b']dithiophene-2,6-dicarboxaldehyde